ClC1=CC=C(OCCN)C=C1 2-(4-chlorophenoxy)ethan-1-amine